C(C)N1C2=CC=CC=C2C=2C=C(C=CC12)NC(=O)C1=CC=C(CN2C[C@@H](CCC2)C(=O)NCCCNC=2C3=CC=CC=C3N=C3CCCCC23)C=C1 (R)-1-(4-((9-ethyl-9H-carbazol-3-yl)carbamoyl)benzyl)-N-(3-((1,2,3,4-tetrahydroacridin-9-yl)amino)propyl)piperidine-3-carboxamide